(R)-N-[(7S)-1'-(7-bromo-6-methyl-pyrazolo[1,5-a]pyrazin-4-yl)spiro[5,7-dihydro-cyclopenta[b]pyridin-6,4'-piperidin]-7-yl]-2-methyl-propane-2-sulfinamide BrC1=C(N=C(C=2N1N=CC2)N2CCC1(CC2)CC=2C(=NC=CC2)[C@H]1N[S@](=O)C(C)(C)C)C